7-fluoro-3-phenethyl-quinazoline-2,4(1H,3H)-dione FC1=CC=C2C(N(C(NC2=C1)=O)CCC1=CC=CC=C1)=O